C(C)(C)(C)OC(=O)N1C2CN(CC1CC2)C2=C1C(=NC=C2)N(C(=C1)C1=CC(=NC=C1)OC)S(=O)(=O)CC1=CC=CC=C1 3-(2-(2-Methoxypyridin-4-yl)-1-toluenesulfonyl-1H-pyrrolo[2,3-b]pyridin-4-yl)-3,8-diazabicyclo[3.2.1]octane-8-carboxylic acid tert-butyl ester